C(C1=CC(OC)=C(O)C(OC)=C1)=C(C(=O)[O-])C(=O)[O-] SYRINGYLIDENEMALONATE